methyl 2-hydroxy-3-(1H-indol-3-yl)-propanoate OC(C(=O)OC)CC1=CNC2=CC=CC=C12